N1C=C(C2=CC=CC=C12)C=1NC(=C(N1)C(=O)C1=CC(=C(C(=C1)OC([2H])([2H])[2H])OC([2H])([2H])[2H])OC)[2H] (2-(1H-indol-3-yl)-1H-imidazol-4-yl-5-d)(3-methoxy-4,5-di(methoxy-d3)phenyl)ketone